BrC1=C(C=C(C(=C1)NC=1C(=NC=CC1)C)N)OC 5-Bromo-4-methoxy-N1-(2-Methylpyridin-3-yl)benzene-1,2-diamine